COC(=O)[C@@H]1[C@H](C1)C1=NC=C(N=C1)NC(=O)OC(C)(C)C (1S,2S)-2-(5-tert-Butoxycarbonylamino-pyrazin-2-yl)-cyclopropanecarboxylic acid methyl ester